C(C=C)(=O)NC=1C(=CC(=C(C1)NC1=CC(=NC=N1)N1OCC[C@@H]1C=1C=C(C(=O)OC(C)C)C=CC1)OC)N1CCC(CC1)N1CCN(CC1)C1CC1 Isopropyl (R)-3-(2-(6-((5-acrylamido-4-(4-(4-cyclopropylpiperazin-1-yl)piperidin-1-yl)-2-methoxyphenyl)amino)pyrimidin-4-yl)isooxazolidin-3-yl)benzoate